(S)-2-(2-(hydroxymethyl)pyrrolidin-1-yl)-4-((1-(3,4,5-trimethoxyphenyl)-1H-imidazol-4-yl)amino)quinazoline-7-carbonitrile OC[C@H]1N(CCC1)C1=NC2=CC(=CC=C2C(=N1)NC=1N=CN(C1)C1=CC(=C(C(=C1)OC)OC)OC)C#N